8-(1-bromoethyl)-3,6-dimethyl-2-morpholino-quinazolin-4-one BrC(C)C=1C=C(C=C2C(N(C(=NC12)N1CCOCC1)C)=O)C